1,6-biscitraconimidomethylbenzene C1(C(C)=CC(N1CC1=CC=CC=C1CN1C(C(C)=CC1=O)=O)=O)=O